(RS)-5-Chloro-pyridine-2-carboxylic acid (4-pyrrolidin-3-yl-phenyl)-amide N1C[C@H](CC1)C1=CC=C(C=C1)NC(=O)C1=NC=C(C=C1)Cl |r|